FC1=C(C=C(C(=C1O)F)F)C=1SC(=CN1)CN1C(C2CC2C1=O)=O 3-((2-(2,4,5-Trifluoro-3-hydroxyphenyl)thiazol-5-yl)methyl)-3-azabicyclo[3.1.0]hexane-2,4-dione